1-(4-methoxy-3-(4-(4-methoxybenzyl)-5-methyl-4H-1,2,4-triazol-3-yl)phenyl)-3-methyl-1H-pyrazol-5(4H)-one COC1=C(C=C(C=C1)N1N=C(CC1=O)C)C1=NN=C(N1CC1=CC=C(C=C1)OC)C